N1(N=CC=C1)C=1C=C2C[C@@H](CC2=CC1)C(=O)N1CCC2=CC=C(C=C12)S(=O)(=O)N (R)-1-(5-(1H-pyrazol-1-yl)-2,3-dihydro-1H-indene-2-carbonyl)indoline-6-sulfonamide